OCCCC1CCN(CC1)C1=CC=C(C=C1)C1C(NC(CC1)=O)=O 3-[4-[4-(3-hydroxypropyl)-1-piperidinyl]phenyl]piperidine-2,6-dione